ClC1=CC=C(OCC2=NN=C(S2)NC(C2=CN=C(C=C2C2=C(C(=CC=C2OC)C#N)F)C)=O)C=C1 N-(5-((4-Chlorophenoxy)methyl)-1,3,4-thiadiazol-2-yl)-4-(3-cyano-2-fluoro-6-methoxyphenyl)-6-methylnicotinamide